C(=CC1=CC=CC=C1)S([O-])=S styrenethiosulfinate